methyl 4-(1,3-dioxolan-2-yl)-3-acetamidobenzoate O1C(OCC1)C1=C(C=C(C(=O)OC)C=C1)NC(C)=O